(2S,4S)-4-Cyclohexyl-1-(1H-indole-2-carbonyl)-N-((S)-1-oxo-3-((S)-2-oxopyrrolidin-3-yl)propan-2-yl)pyrrolidine-2-carboxamide C1(CCCCC1)[C@@H]1C[C@H](N(C1)C(=O)C=1NC2=CC=CC=C2C1)C(=O)N[C@H](C=O)C[C@H]1C(NCC1)=O